N-(2-chloro-4,5-difluoro-3-iodophenyl)-N-((2-(trimethylsilyl)ethoxy)-methyl)propane-1-sulfonamide ClC1=C(C=C(C(=C1I)F)F)N(S(=O)(=O)CCC)COCC[Si](C)(C)C